C(C1=CC=CC=C1)SC1=CC(=C(NC2=NC=C(C(=N2)N2CC(CCC2)(O)C)C(F)(F)F)C=C1)C 1-[2-(4-benzylsulfanyl-2-methyl-anilino)-5-(trifluoromethyl)pyrimidin-4-yl]-3-methyl-piperidin-3-ol